ClC=1C=C(C=CC1O)C1=NC2=CC(=CC(=C2C(N1)=O)OC)OC 2-(3-chloro-4-hydroxyphenyl)-5,7-dimethoxyquinazolin-4(3H)-one